13-tridecanecarboxylic acid CCCCCCCCCCCCCC(=O)O